1-[4-(benzyloxy)phenyl]-3-phenylurea C(C1=CC=CC=C1)OC1=CC=C(C=C1)NC(=O)NC1=CC=CC=C1